2-(4-(5-(1-benzyl-1H-pyrazol-4-yl)-1-methyl-2-oxo-1,2-dihydro-pyridin-4-yl)-1H-pyrazol-1-yl)acetamide C(C1=CC=CC=C1)N1N=CC(=C1)C=1C(=CC(N(C1)C)=O)C=1C=NN(C1)CC(=O)N